C(C#C)N1C=C([C@H]2[C@H](O)[C@H](O)[C@@H](CO)O2)C(NC1=O)=O N1-propargyl-pseudouridine